2-chloro-4-(3-(2-fluorophenoxy)-7,8-dihydro-1,6-naphthyridin-6(5H)-yl)-5,7-dihydrofuro[3,4-d]pyrimidine ClC=1N=C(C2=C(N1)COC2)N2CC=1C=C(C=NC1CC2)OC2=C(C=CC=C2)F